2-(5-fluoro-2-(4-(3-methylpiperidin-1-yl)-3-(1-(2,2,2-trifluoroethyl)-1H-indazole-3-carboxamido)benzamido)phenyl)acetic acid FC=1C=CC(=C(C1)CC(=O)O)NC(C1=CC(=C(C=C1)N1CC(CCC1)C)NC(=O)C1=NN(C2=CC=CC=C12)CC(F)(F)F)=O